CN1N=NC2=C1C=CC(=C2)OC2=C(C=C(C=C2)[N+](=O)[O-])C=C 1-methyl-5-(4-nitro-2-vinyl-phenoxy)benzotriazole